L-glutamic acid monopotassium salt monohydrate O.[K+].N[C@@H](CCC(=O)O)C(=O)[O-]